5-[2-(2-cyano-2-methylideneethyl)-1-oxo-2,3-dihydro-1H-isoindol-4-yl]-1H-indazole-3-carbonitrile C(#N)C(CN1C(C2=CC=CC(=C2C1)C=1C=C2C(=NNC2=CC1)C#N)=O)=C